C(CCCCCCCCCCC)NCC(=O)O.[Na] sodium laurylglycine